CC1=C(SC=C1)C(=O)Cl 3-methylthiophene-2-carbonyl chloride